N-[(1S,2R)-2-(4-cyclopropylphenyl)-1-methyl-2-[[6-[[(3S)-1-[(3R)-5-oxotetrahydrofuran-3-carbonyl]-3-piperidinyl]carbamoyl]-3-pyridinyl]oxy]ethyl]isothiazole-3-carboxamide C1(CC1)C1=CC=C(C=C1)[C@H]([C@H](C)NC(=O)C1=NSC=C1)OC=1C=NC(=CC1)C(N[C@@H]1CN(CCC1)C(=O)[C@H]1COC(C1)=O)=O